5-[2-(3-Methoxyphenylamino)vinyl]-4-cyano-3-(2-chloro-6-fluorophenyl)isoxazole COC=1C=C(C=CC1)NC=CC1=C(C(=NO1)C1=C(C=CC=C1F)Cl)C#N